FC(C1=C(N)C(=CC=C1)C(F)(F)F)(F)F 2,6-bis(trifluoromethyl)aniline